1-propyl-2-Methylpyridinium acetate C(C)(=O)[O-].C(CC)[N+]1=C(C=CC=C1)C